2-[7-[3-(trifluoromethyl)phenyl]sulfonyl-2-azaspiro[3.5]nonane-2-carbonyl]-2,5-diazaspiro[3.4]octan-6-one FC(C=1C=C(C=CC1)S(=O)(=O)C1CCC2(CN(C2)C(=O)N2CC3(C2)NC(CC3)=O)CC1)(F)F